C(C)(=O)OCC1=CC=NC2=CC=C(C=C12)OC (6-methoxyquinolin-4-yl)methyl acetate